7-bromo-2-(hydroxymethyl)thiochromane 1,1-dioxide BrC1=CC=C2CCC(S(C2=C1)(=O)=O)CO